C(C=CC=C\C=C/CCCCCCCCC)=O 7Z,9E,11E-Hexadeca-trienal